Tert-butyl (5-methyl-1H-pyrrolo[3,2-b]pyridine-3-yl)carbamate CC1=CC=C2C(=N1)C(=CN2)NC(OC(C)(C)C)=O